C(C)(C)(C)OC(=O)N1C[C@@H](CCC1)N(C)C1=NC(=CC=C1)Br tert-butyl-(3R)-3-[(6-bromopyridin-2-yl)(methyl)amino]piperidine-1-carboxylate